COCC(C(C)C)(CCC(CC)C)COC 3,3-bis(methoxymethyl)-2,6-dimethyloctane